2-N-methyl-2,3-dihydroisoindol-1-one-4-boronic acid pinacol ester CN1C(C=2C=CC=C(C2C1)B1OC(C)(C)C(C)(C)O1)=O